C(#N)C=1C=C(C=CC1F)NC(=O)N1CC=2C(=NN3C2C(CC[C@@](C3)(O)COCC(F)F)(F)F)CC1 |o1:22| (S*)-N-(3-Cyano-4-fluorophenyl)-8-((2,2-difluoroethoxy)methyl)-11,11-difluoro-8-hydroxy-3,4,8,9,10,11-hexahydro-1H-pyrido[4',3':3,4]pyrazolo[1,5-a]azepine-2(7H)-carboxamide